OCC=1CC(CCC1)CC=1NC(NC1)=S 4-(3-hydroxymethyl-cyclohex-3-enylmethyl)-1,3-dihydroimidazole-2-thione